ClCC(=O)C1=CC(=CC=2NC(COC21)=O)OCC2=CC=CC=C2 8-(chloroacetyl)-6-benzyloxy-2H-1,4-benzoxazine-3(4H)-one